[Si](C)(C)(C)CN=[N+]=[N-] TMS-methyl azide